C1(=CC=CC=C1)C1OC2=C(C(C1)=NN=C1CC(OC3=C1C=CC=C3)C3=CC=CC=C3)C=CC=C2 2,3-dihydro-2-phenyl-4-benzopyranone (2,3-dihydro-2-phenyl-4H-1-benzopyran-4-ylidene) hydrazone